OC=1C=C(C2=CC=CC=C2C1)C=1C=CC2=C(N=C(O2)C2CN(C2)C(C=C)=O)C1 1-(3-(5-(3-hydroxynaphthalen-1-yl)benzo[d]oxazol-2-yl)azetidin-1-yl)prop-2-en-1-one